C(C)(=O)N1CC(CCC1)CC(=O)N1C(CC(C1)F)C(=O)NC(C1=CC=C(C=C1)C(C)C)C1=CC=CC=C1 1-[2-(1-acetylpiperidin-3-yl)acetyl]-4-fluoro-N-{phenyl[4-(propan-2-yl)phenyl]methyl}pyrrolidine-2-carboxamide